O=C(CNC(=O)C1CCN(CC1)C(CN1CCNCC1)=O)NC=1C=C2CC3(C(NC4=NC=CC=C43)=O)CC2=CC1 N-(2-oxo-2-((2'-oxo-1,1',2',3-tetrahydrospiro[indene-2,3'-pyrrolo[2,3-b]pyridin]-5-yl)amino)ethyl)-1-(2-(piperazin-1-yl)acetyl)piperidine-4-carboxamide